3-(7-(4-(2-(((1r,4r)-4-(3-bromo-2-(trifluoromethyl)phenoxy)cyclohexyl)oxy)ethyl)piperazin-1-yl)-1-methyl-1H-indazol-3-yl)piperidine-2,6-dione BrC=1C(=C(OC2CCC(CC2)OCCN2CCN(CC2)C=2C=CC=C3C(=NN(C23)C)C2C(NC(CC2)=O)=O)C=CC1)C(F)(F)F